CC(=O)N[C@@H]1[C@H]([C@H](C(=C)O[C@@H]1OP(=O)(O)OP(=O)(O)OC[C@@H]2[C@H]([C@H]([C@@H](O2)N3C=CC(=O)NC3=O)O)O)O)O The molecule is a UDP-amino sugar having N-acetylgalactosamine-5,6-ene as the amino sugar component. It has a role as a bacterial metabolite. It is a conjugate acid of an UDP-N-acetylgalactosamine-5,6-ene(2-).